(4S)-1-(6-chloropyridazin-3-yl)-4-hydroxy-pyrrolidin-2-one ClC1=CC=C(N=N1)N1C(C[C@@H](C1)O)=O